O1C(OCC1)=O 1,3-dioxolanon